Cl.NCCN1C(=CC2=CC(=CC=C12)C(F)(F)F)C(=O)OCC ethyl 1-(2-aminoethyl)-5-(trifluoromethyl)-1H-indole-2-carboxylate hydrochloride